phenylenediaminium C1(=C(C=CC=C1)[NH3+])[NH3+]